6-[1-[[5-[5-(difluoromethyl)-1,3,4-oxadiazol-2-yl]thiophen-2-yl]methyl]triazol-4-yl]-5-methoxy-1,3-benzothiazol-2-amine FC(C1=NN=C(O1)C1=CC=C(S1)CN1N=NC(=C1)C1=CC2=C(N=C(S2)N)C=C1OC)F